palladium bis(tricyclohexylphosphine) triflate [O-]S(=O)(=O)C(F)(F)F.C1(CCCCC1)P(C1CCCCC1)C1CCCCC1.C1(CCCCC1)P(C1CCCCC1)C1CCCCC1.[Pd+2].[O-]S(=O)(=O)C(F)(F)F